FC(CC(CO)NC(=O)C=1C(=NN2C1C=C(C=C2)OCC2=NC=CC=C2)C)F N-(4,4-difluoro-1-hydroxybut-2-yl)-2-methyl-5-[(pyridin-2-yl)methoxy]pyrazolo[1,5-a]pyridine-3-carboxamide